4-chloro-1-hydroxy-isoquinoline-7-sulfonyl chloride ClC1=CN=C(C2=CC(=CC=C12)S(=O)(=O)Cl)O